FC=1C=C(C=CC1)[C@H]1[C@@H](CN(C1)CCOC)N (trans)-4-(3-fluorophenyl)-1-(2-methoxyethyl)pyrrolidin-3-amine